O=C1NC(CCC1N1CC2=CC=C(C=C2C1=O)CNC(OCC1CC2(C1)CCC2)=S)=O O-(spiro[3.3]heptan-2-ylmethyl) ((2-(2,6-dioxopiperidin-3-yl)-3-oxoisoindolin-5-yl)methyl)carbamothioate